BrC1=CC=C(C=C1)NC1CCC(CC1)C(=O)N1CCC(CC1)C(=O)OC(C)(C)C tert-butyl 1-[(1r,4r)-4-[(4-bromophenyl)amino]cyclohexanecarbonyl]piperidine-4-carboxylate